Ethyl (S)-3-(4'-fluoro-2'-(hex-5-en-1-yl)-5,6'-dimethyl-[1,1'-biphenyl]-3-yl)-3-((R)-2-hydroxypent-4-enamido)propanoate FC1=CC(=C(C(=C1)C)C1=CC(=CC(=C1)C)[C@H](CC(=O)OCC)NC([C@@H](CC=C)O)=O)CCCCC=C